S=C1N(CC2=CC=C(C=C12)CN1CCN(CC1)C1=NC=CC=C1C(F)(F)F)C1C(NC(CC1)=O)=O 3-(1-thioxo-6-((4-(3-(trifluoromethyl)pyridin-2-yl)piperazin-1-yl)methyl)isoindolin-2-yl)piperidine-2,6-dione